ClC1=C(C=C(C(=C1)Cl)OC(C)C)NC(CSC(C(=O)O)(C)C)=O 2-((2-((2,4-dichloro-5-isopropoxyphenyl)amino)-2-oxoethyl)thio)-2-methylpropanoic acid